BrC1=NN(C2=NC=NC(=C21)N)C2CCCCC2 3-Bromo-1-cyclohexyl-1H-pyrazolo[3,4-d]pyrimidin-4-amine